CC=1N=C2N(C=C(N=C2)C2=CC3=C(N=C(S3)C3CCNCC3)C=C2)C1 2-Methyl-6-[2-(piperidin-4-yl)-1,3-benzothiazol-6-yl]imidazo[1,2-a]pyrazin